diisododecyl phthalate C(C=1C(C(=O)OCCCCCCCCCC(C)C)=CC=CC1)(=O)OCCCCCCCCCC(C)C